FC(CN1C[C@H](N(CC1)CC1=C2C=CN(C2=C(C=C1OC)C)C(=O)OCCCC)C1=CC(=C(C=C1)C(=O)OC)NCC(F)(F)F)F butyl 4-(((2R)-4-(2,2-difluoroethyl)-2-(4-(methoxycarbonyl)-3-((2,2,2-trifluoroethyl)amino)phenyl)piperazin-1-yl)methyl)-5-methoxy-7-methylindole-1-carboxylate